1-(4-(trifluoromethoxy)phenyl)cyclopropane-1-carboxylic acid FC(OC1=CC=C(C=C1)C1(CC1)C(=O)O)(F)F